S1C(=CC=C1)S(=O)(=O)NC(C(=O)O)C 2-(thiophene-2-sulfonamido)propionic acid